O=C1C=C(C=2C(=NC(=CC2)N2C(CCCC2)C(=O)OC)O1)C1=C(C=CC=C1)C methyl 1-(2-oxo-4-(o-tolyl)-2H-pyrano[2,3-b]pyridin-7-yl)piperidine-2-carboxylate